P(=O)(O)(O)O.CN1N=CC2=C1NC1=C(NC2)C=CC=C1 1-methyl-1,4,5,10-tetrahydropyrazolo[3,4-b][1,5]benzodiazepine phosphate